3,4-dichloro-phenyl isothiocyanate ClC=1C=C(C=CC1Cl)N=C=S